6-((5-(((decyloxy)carbonyl)oxy)pentyl)(2-hydroxyethyl)amino)hexyl 4,4-bis(((Z)-oct-5-en-1-yl)oxy)butanoate C(CCC\C=C/CC)OC(CCC(=O)OCCCCCCN(CCO)CCCCCOC(=O)OCCCCCCCCCC)OCCCC\C=C/CC